1-(4-bromopyrazolo[3,4-b]pyridin-1-yl)-2-methyl-propan-2-ol BrC1=C2C(=NC=C1)N(N=C2)CC(C)(O)C